(4-Phenylselanylphenyl)5,6-bis(4-hydroxyphenyl)-7-oxabicyclo[2.2.1]hept-5-ene-2-sulfonate C1(=CC=CC=C1)[Se]C1=CC=C(C=C1)OS(=O)(=O)C1C2C(=C(C(C1)O2)C2=CC=C(C=C2)O)C2=CC=C(C=C2)O